5-bromo-N1-isopropyl-benzene-1,2-diamine BrC1=CC=C(C(=C1)NC(C)C)N